ClC1=CC=C(C=C1)C1CC=CCC1CN1CCN(CC1)C1=CC=C(C(=O)O)C=C1 4-(4-((6-(4-chlorophenyl)cyclohex-3-enyl)methyl)piperazin-1-yl)benzoic acid